O=C(C(=O)OCC(C)(C)OC(C)C1=CC(CC1)(C)C)C 2-[1-(3,3-dimethyl-1-cyclopenten-1-yl) ethoxy]-2-methylpropyl 2-oxopropionate